C(C)OC1=CC=C(C=C1)C=1SC=C(N1)C(=O)OC\C=C\CCC (E)-Hex-2-en-1-yl 2-(4-ethoxyphenyl)thiazole-4-carboxylate